nitroserine nitrate [N+](=O)([O-])OC[C@H](N[N+](=O)[O-])C(=O)O